2-{3-[(3S)-3-cyclopropylpiperazin-1-yl]-1,2,4-triazin-6-yl}-5-(2-methyl-2H-[1,2,3]triazolo[4,5-b]pyridin-6-yl)phenol C1(CC1)[C@H]1CN(CCN1)C=1N=NC(=CN1)C1=C(C=C(C=C1)C1=CC=2C(N=C1)=NN(N2)C)O